(S)-N-((4-acetylmorpholin-3-yl)methyl)-2-(5-((3-(cyclopropylmethyl)-2,4,5-trioxoimidazolidin-1-yl)methyl)-1,2,4-oxadiazol-3-yl)-N-(2-methoxyphenyl)acetamide C(C)(=O)N1[C@H](COCC1)CN(C(CC1=NOC(=N1)CN1C(N(C(C1=O)=O)CC1CC1)=O)=O)C1=C(C=CC=C1)OC